1-(3-methyl-4-hydroxyphenyl)-3,5-bis(4-hydroxyphenyl)benzene CC=1C=C(C=CC1O)C1=CC(=CC(=C1)C1=CC=C(C=C1)O)C1=CC=C(C=C1)O